(R)-N-ethyl-2-((5-(2-(6-(ethyl-(2-methoxyethyl)amino)-2-methylhexan-3-yl)-2,6-diazaspiro[3.4]octan-6-yl)-1,2,4-triazin-6-yl)oxy)-5-fluoro-N-isopropylbenzamide C(C)N(C(C1=C(C=CC(=C1)F)OC1=C(N=CN=N1)N1CC2(CN(C2)[C@@H](C(C)C)CCCN(CCOC)CC)CC1)=O)C(C)C